C(C1=CC=CC=C1)C(CCCCCC(=O)N1C=C(C2=CC=C(C=C12)OC)/C(=C/C1=C(C=CC(=C1)C#N)OC)/C#N)(P([O-])([O-])=O)CC1=CC=CC=C1 (Z)-dibenzyl-7-(3-(1-cyano-2-(5-cyano-2-methoxyphenyl)vinyl)-6-methoxy-1H-indol-1-yl)-7-oxoheptylphosphonate